8-bromo-4,5-dihydro-1H-benzo[b]azepin-2(3H)-one BrC=1C=CC2=C(NC(CCC2)=O)C1